C(#N)C1=CC=CC2=C1O[C@]1(CN[C@@H](C1)C(=O)N)C(N2)=O (2R,5'S)-8-cyano-3-oxo-3,4-dihydrospiro[benzo[b][1,4]oxazine-2,3'-pyrrolidine]-5'-carboxamide